N-(3-methoxybenzyl)-N-(4-(4-methylpiperazin-1-yl)benzyl)-4-(piperidin-1-ylmethyl)thiazol-2-amine COC=1C=C(CN(C=2SC=C(N2)CN2CCCCC2)CC2=CC=C(C=C2)N2CCN(CC2)C)C=CC1